Ethyl 2-{12-methyl-9-oxo-5-thia-1,3,10-triazatricyclo[6.4.0.02,6]dodeca-2(6),3,7-trien-10-yl}acetate CC1CN(C(C2=CC=3SC=NC3N12)=O)CC(=O)OCC